C(C)(C)(C)OC(N(C)CCOC1=C(C2=C(C(=N1)C)CC(C2)C=O)C)=O N-[2-[(6-formyl-1,4-dimethyl-6,7-dihydro-5H-cyclopenta[c]pyridin-3-yl)oxy]ethyl]-N-methylcarbamic acid tert-butyl ester